2,3-diethyl-α-methylstyrene C(C)C1=C(C(=C)C)C=CC=C1CC